4-Bromo-N-(6-fluoropyridin-2-yl)-2-(6-azaspiro[2.5]octan-6-yl)benzamide BrC1=CC(=C(C(=O)NC2=NC(=CC=C2)F)C=C1)N1CCC2(CC2)CC1